C(#N)C1=CN=CC(=N1)NC1=NC=CC(=C1)COC1=CC=C(C2=CC=CC=C12)NC(N)=O 3-(4-((2-((6-cyanopyrazin-2-yl)amino)pyridin-4-yl)methoxy)naphthalen-1-yl)urea